O=C1C(=CN(C2=NC=CC=C12)C1=C(C=C(C=C1F)F)F)C(=O)NC(C(F)(F)F)(C)C 4-oxo-N-(1,1,1-trifluoro-2-methylpropan-2-yl)-1-(2,4,6-trifluorophenyl)-1,4-dihydro-1,8-naphthyridine-3-carboxamide